rac-methyl (4aR,5S,6R,7R,7aS)-4a-(4-bromophenyl)-7,7a-dihydroxy-2-(4-methoxybenzyl)-5-phenyl-2,4a,5,6,7,7a-hexahydrocyclopenta[4,5]furo[3,2-c]pyrazole-6-carboxylate BrC1=CC=C(C=C1)[C@]12[C@](C3=NN(C=C3O1)CC1=CC=C(C=C1)OC)([C@@H]([C@@H]([C@H]2C2=CC=CC=C2)C(=O)OC)O)O |r|